2-(3-(2-(2-Aminoethoxy)ethoxy)propanamido)-N-(4-cyclopropyl-5-methylthiazol-2-yl)benzamide NCCOCCOCCC(=O)NC1=C(C(=O)NC=2SC(=C(N2)C2CC2)C)C=CC=C1